FC(C=1C=C(C=CC1)C1=CC=C(C(=O)N2CCN(CC2)C=2NC(C3=C(N2)C=NC=C3)=O)C=C1)(F)F 2-[4-[4-[3-(Trifluoromethyl)phenyl]benzoyl]piperazin-1-yl]-3H-pyrido[3,4-d]pyrimidin-4-one